ClC1=C(C=CC(=C1)OC1CCC(CC1)N)C#N 2-chloro-4-{[(1r,4r)-4-aminocyclohexyl]oxy}benzene-1-carbonitrile